(6-amino-2-(m-tolylamino)pyrimidin-4-yl)(isoindolin-2-yl)methanone NC1=CC(=NC(=N1)NC=1C=C(C=CC1)C)C(=O)N1CC2=CC=CC=C2C1